3-methyl-5-(2,2,3-trimethyl-3-cyclopenten-1-yl)pent-4-en-2-ol CC(C(C)O)C=CC1C(C(=CC1)C)(C)C